4-[(3S)-3-aminopyrrolidin-1-yl]-6-cyano-N-(dicyclohexylmethyl)-5-(3,5-difluorophenyl)pyridine-3-carboxamide N[C@@H]1CN(CC1)C1=C(C=NC(=C1C1=CC(=CC(=C1)F)F)C#N)C(=O)NC(C1CCCCC1)C1CCCCC1